N-(6-bromo-5-(4-(trifluoromethyl)phenethyl)-1H-indol-3-yl)acetamide BrC1=C(C=C2C(=CNC2=C1)NC(C)=O)CCC1=CC=C(C=C1)C(F)(F)F